FC=1C=C2C(=CNC(C2=CC1F)=O)C(C)N(C(=O)NC1=CC(=C(C=C1)F)C(F)F)C 1-(1-(6,7-Difluoro-1-oxo-1,2-dihydroisoquinolin-4-yl)ethyl)-3-(3-(difluoromethyl)-4-fluorophenyl)-1-methylurea